C(C)(=O)OC[C@H]1O[C@H]([C@@H]([C@@H]([C@@H]1OC(C)=O)OC(C)=O)OC(C)=O)OC1=CC=C(C=C1)\C=C\C(=O)C1=CC=C(C=C1)Cl [(2R,3R,4R,5R,6S)-3,4,5-Triacetyloxy-6-[4-[(E)-3-(4-chlorophenyl)-3-oxoprop-1-enyl]phenoxy]oxan-2-yl]methyl acetate